N1C[C@H](OCC1)CO (S)-morpholin-2-yl-methanol